N1=CC=C2N1C1=CC=CC=C1C(=N2)N Pyrazolo[1,5-a]Quinazolin-5-amine